CN(C(=O)C=1C=CC(=C2C=CC=NC12)N[C@@H]1CN(CC1)C(=O)OC(C)(C)C)C tert-butyl (S)-3-((8-(dimethylcarbamoyl)quinolin-5-yl)amino)pyrrolidine-1-carboxylate